ClC1=NC=CC=C1C(=O)O 2-chloro-pyridine-3-carboxylic acid